5,5-dimethyl-1-hexene CC(CCC=C)(C)C